C(C)OC1=CC=C(C=C1)N1[C@@H]2CN(C[C@H](C1)CC2(C)C)C(=O)N(CCO)CCO (1S,5S)-6-(4-ethoxyphenyl)-N,N-bis(2-hydroxyethyl)-9,9-dimethyl-3,6-diaza-bicyclo[3.2.2]nonane-3-carboxamide